C(C)(C)(C)C=1C=C(CCC(=O)NCCCCCCNC(CCC2=CC(=C(C(=C2)C(C)(C)C)O)C(C)(C)C)=O)C=C(C1O)C(C)(C)C N,N'-Hexamethylene-bis(3,5-di-tert-butyl-4-hydroxyhydrocinnamamide)